COC(=O)C=1C(N(C(=CC1C1=CC(=C(C=C1)Cl)Cl)C)C1=C(C=C(C=C1)Cl)F)=O 1-(4-chloro-2-fluoro-phenyl)-4-(3,4-dichlorophenyl)-6-methyl-2-oxo-pyridine-3-carboxylic acid methyl ester